1-(cyclohexylmethyl)-5-nitro-1H-indole-3-carbonitrile C1(CCCCC1)CN1C=C(C2=CC(=CC=C12)[N+](=O)[O-])C#N